FC(C(C1=CC=CC=C1)N1CCC(CC1)C=1C=C2CN(C(C2=CC1)=O)C1C(NC(CC1)=O)=O)F 3-(5-(1-(2,2-difluoro-1-phenylethyl)piperidin-4-yl)-1-oxoisoindolin-2-yl)piperidine-2,6-dione